C(C)(=O)O.N[C@@H](CCC(N)=O)C(=O)O glutamine acetate